(5-bromo-8-(methylamino)pyrido[3,4-c]pyridazin-3-yl)cyclopropanecarboxamide BrC1=CN=C(C=2N=NC(=CC21)C2(CC2)C(=O)N)NC